tert-Butyl N-[4-carbamoyl-5-[4-[2-[[3-(2,2-dimethylpropyl)isoxazol-5-yl]amino]-2-oxo-ethyl]-2,5-difluorophenyl]-2-isopropyl-pyrazol-3-yl]carbamate C(N)(=O)C1=C(N(N=C1C1=C(C=C(C(=C1)F)CC(=O)NC1=CC(=NO1)CC(C)(C)C)F)C(C)C)NC(OC(C)(C)C)=O